ClC=1C=C(C=CC1)[C@@H]1[C@H](C1)CN ((1s,2s)-2-(3-chlorophenyl)cyclopropyl)methylamine